ethyl 7-cyclobutyl-4-(difluoromethyl)-2-methoxyquinoline-3-carboxylate C1(CCC1)C1=CC=C2C(=C(C(=NC2=C1)OC)C(=O)OCC)C(F)F